9-([1,1'-biphenyl]-4-yl)-9h,9'h-3,3'-bicarbazole C1(=CC=C(C=C1)N1C2=CC=CC=C2C=2C=C(C=CC12)C=1C=CC=2NC3=CC=CC=C3C2C1)C1=CC=CC=C1